4-(3-amino-4-methoxyphenyl)thiophene-2-carboxylic acid NC=1C=C(C=CC1OC)C=1C=C(SC1)C(=O)O